(1S,2R)-2-((S)-5-Chloro-8-((5-(2-methoxyethyl)-1-methyl-1H-1,2,3-triazol-4-yl)methoxy)-1-((2-oxopyrrolidin-1-yl)methyl)-1,2,3,4-tetrahydroisochinolin-2-carbonyl)-1-methylcyclohexan ClC1=C2CCN([C@@H](C2=C(C=C1)OCC=1N=NN(C1CCOC)C)CN1C(CCC1)=O)C(=O)[C@H]1[C@H](CCCC1)C